[C@]12(OCC[C@@H](OC1)C2)C=2N=C1N(C=C(C(=C1)OC(C)C)C(=O)NC=1C=NN3C1N=CC(=C3)C)C2 |o1:0,4| rel-2-((1R,5R)-2,6-dioxabicyclo[3.2.1]octan-1-yl)-7-isopropoxy-N-(6-methylpyrazolo[1,5-a]pyrimidin-3-yl)imidazo[1,2-a]pyridine-6-carboxamide